C(C=C)(=O)OC[SiH2]N[SiH2]N[SiH3] acryloxymethyl-trisilazane